2-ethynyl-1,1'-biphenyl C(#C)C1=C(C=CC=C1)C1=CC=CC=C1